2-(2,3-dichlorophenyl)-N-methyl-ethylamine trifluoroacetate salt FC(C(=O)O)(F)F.ClC1=C(C=CC=C1Cl)CCNC